4-methylbenzenesulfonyl-urea CC1=CC=C(C=C1)S(=O)(=O)NC(=O)N